1-[(4,6-dimethyl-pyrimidin-2-yl)methyl]-3-methyl-7-(2-butyn-1-yl)-8-((R)-3-amino-piperidine-1-yl)-xanthine CC1=NC(=NC(=C1)C)CN1C(=O)N(C=2N=C(N(C2C1=O)CC#CC)N1C[C@@H](CCC1)N)C